[(Z)-[amino-[(3R)-3-(tert-butoxycarbonylamino)-8-fluoro-4-oxo-3,5-dihydro-2H-1,5-benzothiazepin-7-yl]methylene]amino] 2,2-dimethylpropanoate CC(C(=O)O\N=C(\C=1C(=CC2=C(NC([C@H](CS2)NC(=O)OC(C)(C)C)=O)C1)F)/N)(C)C